1-(4Z,7Z,10Z,13Z,16Z,19Z-docosahexaenoyl)-2-(6Z,9Z,12Z-octadecatrienoyl)-glycero-3-phospho-(1'-sn-glycerol) CCCCC/C=C\C/C=C\C/C=C\CCCCC(=O)O[C@H](COC(=O)CC/C=C\C/C=C\C/C=C\C/C=C\C/C=C\C/C=C\CC)COP(=O)(O)OC[C@H](CO)O